tert-butyl 3-{[(1,3-dioxo-1,3-dihydro-2H-isoindol-2-yl)oxy]methyl}-3-fluoropyrrolidine-1-carboxylate O=C1N(C(C2=CC=CC=C12)=O)OCC1(CN(CC1)C(=O)OC(C)(C)C)F